C1(=CC=CC=C1)C1=NC2=C(N1)C=CC=C2 2-(Phenyl)-1H-benzo[d]imidazole